NCCCCCCCOCCCCCC(=O)OC(C)(C)C Tert-Butyl 6-((7-aminoheptyl)oxy)hexanoate